4-oxo-4-(((tetrahydro-2H-pyran-2-yl)oxy)amino)butanoic acid O=C(CCC(=O)O)NOC1OCCCC1